2-(5-((4-ethylpiperazine-1-yl)sulfonyl)-2-propoxyphenyl)-5-methyl-7-propylimidazo[5,1-f][1,2,4]triazine C(C)N1CCN(CC1)S(=O)(=O)C=1C=CC(=C(C1)C1=NN2C(C=N1)=C(N=C2CCC)C)OCCC